N-((2-(6-((cis)-2,6-dimethylmorpholino)pyridin-2-yl)-1,6-naphthyridin-7-yl)methyl)-2-(2-hydroxyethyl)-3,4-dihydro-2H-benzo[e][1,2]thiazine-7-carboxamide 1,1-dioxide C[C@@H]1O[C@@H](CN(C1)C1=CC=CC(=N1)C1=NC2=CC(=NC=C2C=C1)CNC(=O)C1=CC2=C(CCN(S2(=O)=O)CCO)C=C1)C